C1(CCCC1)N1C(N(C=2C1=C1C(=NC2)NC(=C1C=1C=C2C=NN(C2=CC1)C)C=1C=NC(=CC1)OC)C)=O 1-Cyclopentyl-7-(6-methoxypyridin-3-yl)-3-methyl-8-(1-methyl-1H-indazol-5-yl)-3,6-dihydroimidazo[4,5-d]pyrrolo[2,3-b]pyridin-2(1H)-on